FC1=CCCOS1(=O)=O 1-fluoro-1-butene-1,4-sultone